2-(2-oxo-5-(((2-(6-(2,2,2-trifluoroethyl)thieno[2,3-d]-pyrimidin-4-yl)-2-azaspiro[3.4]octan-6-yl)amino)methyl)-2,3-dihydro-1H-benzo[d]-imidazol-1-yl)acetamide O=C1NC2=C(N1CC(=O)N)C=CC(=C2)CNC2CC1(CN(C1)C=1C3=C(N=CN1)SC(=C3)CC(F)(F)F)CC2